[Zr+4].BrC=1SC2=C(N1)C=C(C(=C2)O[C@@H]2[C@@H](CC2)O)F cis-2-((2-bromo-5-fluorobenzo[d]thiazol-6-yl)oxy)cyclobutanol zirconium (IV)